N-hexylpyridinium nitrate [N+](=O)([O-])[O-].C(CCCCC)[N+]1=CC=CC=C1